(S)-N-(3,3-dimethylbutan-2-yl)-3-(4,4-dimethylcyclohex-1-en-1-yl)-1-methyl-4-((4-methylphenyl)sulphonamido)-1H-pyrazole-5-carboxamide CC([C@H](C)NC(=O)C1=C(C(=NN1C)C1=CCC(CC1)(C)C)NS(=O)(=O)C1=CC=C(C=C1)C)(C)C